3-(5-(1-methyl-2-(4-(trifluoromethyl)phenyl)-1H-imidazol-4-yl)-1-oxoisoindolin-2-yl)piperidine-2,6-dione CN1C(=NC(=C1)C=1C=C2CN(C(C2=CC1)=O)C1C(NC(CC1)=O)=O)C1=CC=C(C=C1)C(F)(F)F